F[C@@H]1C[C@H](N(C1)C(=O)C1CC(NCC1)=O)C(=O)N[C@H](C1=CC=C(C=C1)C(C)C)C1=CC=CC=C1 (2S,4R)-4-fluoro-1-(2-oxopiperidin-4-carbonyl)-N-[(S)-phenyl[4-(propan-2-yl)phenyl]methyl]pyrrolidine-2-carboxamide